4-chloro-6-(trifluoromethyl)nicotinaldehyde ClC1=CC(=NC=C1C=O)C(F)(F)F